ClC1=C(C(=CC=C1Cl)O)[C@H]1CC2=C(N=CN(C2=O)[C@H]2CNCC2)C1 (S)-6-(2,3-dichloro-6-hydroxyphenyl)-3-((R)-pyrrolidin-3-yl)-3,5,6,7-tetrahydro-4H-cyclopenta[d]pyrimidin-4-one